ClC=1C(=NC=CN1)CNC(=O)[C@@H]1CN2C(C3(C([C@@H]2CC1)=NNS(=O)(=O)C1=CC=C(C)C=C1)CC3)=O trans-N-((3-chloropyrazin-2-yl)methyl)-3'-oxo-1'-(2-tosylhydrazono)hexahydro-1'H-spiro[cyclopropane-1,2'-indolizine]-6'-carboxamide